C(=O)(O)C(CC=1N=NNC1)CC(=O)O 2,3-dicarboxylpropyltriazole